NC=1C(=C(C=C2C=C(N=CC12)NC(=O)C1C(C1C=1C=NN(C1)C)C)C=1C=NC=C(C1C)N)F trans-N-(8-amino-6-(5-amino-4-methylpyridin-3-yl)-7-fluoroisoquinolin-3-yl)-2-methyl-3-(1-methyl-1H-pyrazol-4-yl)cyclopropane-1-carboxamide